8-(4-methoxyphenyl)-2-methyl-3-oxo-3,4-dihydroquinoxaline-6-carboxylic acid methyl ester COC(=O)C=1C=C2NC(C(=NC2=C(C1)C1=CC=C(C=C1)OC)C)=O